C1(CCC1)C=1C=NN2C1CN(CC2)C(=O)C=2NC1=CC(=CC(=C1C2)F)F 2-{3-cyclobutyl-4H,5H,6H,7H-pyrazolo[1,5-a]pyrazine-5-carbonyl}-4,6-difluoro-1H-indole